FC1=CC=C(C=C1)C=1C=C(N=NC1)C(=O)OC Methyl 5-(4-fluorophenyl)pyridazine-3-carboxylate